C(C)N1C=NC=C1 1-Ethyl-1H-imidazole